BrCCC\C=C/CCCCCC(OC)OC (7Z)-11-bromo-1,1-dimethoxy-7-undecene